2,4-bis(2-aminoethyl)amino-6-bis(triisopropoxysilyl)propylamino-1,3,5-triazine NCCNC1=NC(=NC(=N1)NCCN)NCCC([Si](OC(C)C)(OC(C)C)OC(C)C)[Si](OC(C)C)(OC(C)C)OC(C)C